ClC1=CC(=C2C(=CNC2=C1Cl)C=1C=NNC1)OCC(CO)C 3-((6,7-dichloro-3-(1H-pyrazol-4-yl)-1H-indol-4-yl)oxy)-2-methylpropan-1-ol